FC1C(C1)C(=O)NC=1N=C2N(C=C(C=C2CF)C2=C(C=CC=C2C)F)C1 2-fluoro-N-(6-(2-fluoro-6-methylphenyl)-8-(fluoromethyl)imidazo[1,2-a]pyridin-2-yl)cyclopropane-1-carboxamide